C1CC12CCN(CC2)C2=C(C(=O)Cl)C=CC(=C2)Br 2-(6-azaspiro[2.5]oct-6-yl)-4-bromobenzoyl chloride